2-Methyl-N-(3-(2-oxopropyl)-1,2,4-thiadiazol-5-yl)-5-(3-(trifluoromethyl)phenyl)furan-4-d-3-carboxamide CC=1OC(=C(C1C(=O)NC1=NC(=NS1)CC(C)=O)[2H])C1=CC(=CC=C1)C(F)(F)F